BrC1=CC=CC(=N1)OCC1=C(C=C(C#N)C=C1)F 4-[(6-bromo-2-pyridyl)oxymethyl]-3-fluoro-benzonitrile